N,N-bis(trimethylsilyl)glycine methyl ester COC(CN([Si](C)(C)C)[Si](C)(C)C)=O